C1(CC1)OC=1C=NC(=NC1)C=1N=C(C2=C(N1)N(C=C2)C)N (5-cyclopropoxypyrimidin-2-yl)-7-methyl-7H-pyrrolo[2,3-d]pyrimidin-4-amine